pyrido[3,4-d]pyrimidin-amine N1=C(N=CC2=C1C=NC=C2)N